[[(1S,3S)-7-(3-cyano-5-fluoro-phenoxy)-1,2,2-trifluoro-3-hydroxy-indan-4-yl]-methyl-oxo-λ6-sulfanylidene]cyanamide C(#N)C=1C=C(OC=2C=CC(=C3[C@@H](C([C@H](C23)F)(F)F)O)S(=O)(C)=NC#N)C=C(C1)F